(1S,3aR,6aS)-2-(3-cyano-4,6-bis(trifluoromethyl)pyridin-2-yl)-N-methyl-N-(m-tolyl)octahydrocyclopenta[c]pyrrole-1-carboxamide C(#N)C=1C(=NC(=CC1C(F)(F)F)C(F)(F)F)N1[C@@H]([C@@H]2[C@H](C1)CCC2)C(=O)N(C=2C=C(C=CC2)C)C